BrC=1C=C2C(=C(C(N(C2=CC1OC)C)=O)C#N)N1CCC(CC1)C=1OC2=C(N1)C=C(C=C2)C 6-bromo-7-methoxy-1-methyl-4-[4-(5-methyl-1,3-benzoxazol-2-yl)piperidin-1-yl]-2-oxo-1,2-dihydroquinoline-3-carbonitrile